(S)-N-(1-(5-((4,7-dimethyl-2,3-dihydro-1H-inden-2-yl)amino)pyridin-2-yl)-2,2,2-trifluoroethyl)-N-methyltetrahydro-2H-thiopyran-4-carboxamide 1,1-dioxide CC1=C2CC(CC2=C(C=C1)C)NC=1C=CC(=NC1)[C@@H](C(F)(F)F)N(C(=O)C1CCS(CC1)(=O)=O)C